C(C)C1=C(C=CC(=C1)N1C[C@H](NCC1)C)NC1=NC=C(C(=N1)C1=CC=2S(CCOC3(C2S1)CC3)(=O)=O)C(F)(F)F (R)-7'-(2-((2-ethyl-4-(3-methylpiperazin-1-yl)phenyl)amino)-5-(trifluoromethyl)pyrimidin-4-yl)-2',3'-dihydrospiro[cyclopropane-1,5'-thieno[3,2-e][1,4]oxathiepine] 1',1'-dioxide